OCC=1C=C2C(=NC1OC)N=C(N2C)C2=C(C=C(C=C2)C(F)(F)F)O 2-(6-(hydroxymethyl)-5-methoxy-1-methyl-1H-imidazo[4,5-b]pyridin-2-yl)-5-(trifluoromethyl)phenol